C(C)(=O)C1=CC=C(C=C1)C1=CC(=CC(=C1)C1=CC=C(C=C1)C(C)=O)C1=CC=C(C=C1)C(C)=O 1,3,5-tri(4-acetylphenyl)benzene